(R)-N-(5-(5-cyclobutyl-1,2,4-oxadiazol-3-yl)-2,3-dihydro-1H-inden-1-yl)-2-methyl-2H-tetrazole-5-carboxamide C1(CCC1)C1=NC(=NO1)C=1C=C2CC[C@H](C2=CC1)NC(=O)C=1N=NN(N1)C